3-(3,5-dichlorophenyl)-8-isopropyl-2-methylimidazo[1,2-b]pyridazine-7-carboxylic acid ClC=1C=C(C=C(C1)Cl)C1=C(N=C2N1N=CC(=C2C(C)C)C(=O)O)C